OCCS(=O)(=O)C=1C=C(C(=O)O)C=CC1C 3-(2-hydroxyethanesulfonyl)-4-methylbenzoic acid